5-bromo-6-chloro-1H-pyrrolo[2,3-b]Pyridine BrC=1C=C2C(=NC1Cl)NC=C2